CC1=CC=C(OCC(=O)N(C2CSCC2)C2=NC=CC=C2)C=C1 2-(4-methylphenoxy)-N-(2-pyridyl)-N-tetrahydro-thiophen-3-yl-acetamide